1-(1-acryloylpiperidin-4-yl)-5-(5-methyl-1H-indazol-4-yl)-1H-indole-3-carbonitrile C(C=C)(=O)N1CCC(CC1)N1C=C(C2=CC(=CC=C12)C1=C2C=NNC2=CC=C1C)C#N